n-tetrasilane [SiH3][SiH2][SiH2][SiH3]